C1(=CC=CC=C1)C(C(=O)O)=C.NCCCCCCCN1C(CCCC1=O)=O N-aminoheptyl-glutarimide 2-phenylacrylate